C(C1=CC=CC=C1)OC=1C(=NN(C1C=1OC(=C(N1)C1=NC(=CC2=C1C=NN2C)C(=O)NCC2=C(C=C(C=C2)OC)OC)CO)CC)C 4-{2-[4-(benzyloxy)-1-ethyl-3-methyl-1H-pyrazol-5-yl]-5-(hydroxymethyl)-1,3-oxazol-4-yl}-N-[(2,4-dimethoxyphenyl)methyl]-1-methyl-1H-pyrazolo[4,3-c]pyridine-6-carboxamide